OC1(CCOCC1)C1=NC2=CC=C(C=C2C=C1)CN1C[C@H](CC1)OC=1C=C2CN(C(C2=CC1)=O)C1C(NC(CC1)=O)=O 3-(5-(((S)-1-((2-(4-hydroxytetrahydro-2H-pyran-4-yl)quinolin-6-yl)methyl)pyrrolidin-3-yl)oxy)-1-oxoisoindolin-2-yl)piperidine-2,6-dione